3-(benzyloxy)-1-benzofuran-2-carboxylic acid C(C1=CC=CC=C1)OC1=C(OC2=C1C=CC=C2)C(=O)O